C[C@@H]1CC[C@@]2(CC[C@@]3(C(=CC[C@H]4[C@]3(C[C@H]([C@@H]5[C@@]4(C[C@H]([C@@H]([C@@]5(C)CO)O)O)C)O)C)[C@@H]2[C@H]1C)C)C(=O)O[C@H]6[C@@H]([C@H]([C@@H]([C@H](O6)CO[C@H]7[C@@H]([C@H]([C@@H]([C@H](O7)CO)O[C@H]8[C@@H]([C@@H]([C@H]([C@@H](O8)C)O)O)O)O)O)O)O)O The molecule is a triterpenoid saponin that is a trisaccharide derivative of madecassic acid. Isolated from Centella asiatica, it exhibits anti-inflammatory, antioxidant and antirheumatic activities. It has a role as an antioxidant, an anti-inflammatory agent, an antirheumatic drug, a vulnerary and a plant metabolite. It is a pentacyclic triterpenoid, a trisaccharide derivative, a carboxylic ester and a triterpenoid saponin. It derives from a madecassic acid. It derives from a hydride of an ursane.